The molecule is a limonoid that is azadiradione substituted by a hydroxy group at position 15. It has been isolated from Azadirachta indica. It has a role as a plant metabolite. It is an acetate ester, a cyclic terpene ketone, a member of furans, a limonoid, a tetracyclic triterpenoid and an enol. It derives from an azadiradione. CC(=O)O[C@@H]1C[C@@H]2[C@](C=CC(=O)C2(C)C)([C@@H]3[C@@]1(C4=C(C(=O)[C@H]([C@@]4(CC3)C)C5=COC=C5)O)C)C